2-acryloylserine methyl ester hydrochloride Cl.COC([C@@](N)(CO)C(C=C)=O)=O